2-(4-(((3aR,5s,6aS)-2-(cyanomethyl)octahydrocyclopenta[c]pyrrol-5-yl)amino)-1H-pyrrolo[2,3-b]pyridin-5-yl)-N-(2-fluoroethyl)thiazole-5-carboxamide C(#N)CN1C[C@@H]2[C@H](C1)CC(C2)NC2=C1C(=NC=C2C=2SC(=CN2)C(=O)NCCF)NC=C1